FC1=CC(=C(OC=2C(=NC=NC2)N2CC3(C2)CCN(CC3)C(=O)OC(C)(C)C)C=C1)C(N(C)C(C)C)=O tert-butyl 2-(5-(4-fluoro-2-(isopropyl (methyl) carbamoyl) phenoxy) pyrimidin-4-yl)-2,7-diazaspiro[3.5]nonane-7-carboxylate